L-(+)-Gulose C([C@H]1[C@H]([C@@H]([C@@H](C(O1)O)O)O)O)O